COC1=C(C=CC(=C1)[N+](=O)[O-])N1CC(CC1)C1=CC=C(C=C1)C(F)(F)F 1-(2-methoxy-4-nitrophenyl)-3-(4-(trifluoromethyl)phenyl)pyrrolidine